7-methylspiro[2H-benzofuran-3,1'-cyclopropane]-4-ol CC=1C=CC(=C2C1OCC21CC1)O